Cl.ClCC[NH+](C)C 2-chloroethyl-N,N-dimethylammonium hydrochloride